(9H-fluoren-9-yl)methyl (2-aminoethyl)((2-chloro-[1,1'-biphenyl]-4-yl)methyl)carbamate NCCN(C(OCC1C2=CC=CC=C2C=2C=CC=CC12)=O)CC1=CC(=C(C=C1)C1=CC=CC=C1)Cl